FC1=CC(=C2C(=NNC2=C1)CCN(C(C)C)C)OC N-(2-(6-fluoro-4-methoxy-1H-indazol-3-yl)ethyl)-N-methylpropan-2-amine